tert-butyl 3-(4-(4-(but-3-yn-1-yl)piperidin-1-yl)pyridin-3-yl)azetidine-1-carboxylate C(CC#C)C1CCN(CC1)C1=C(C=NC=C1)C1CN(C1)C(=O)OC(C)(C)C